1-(benzenesulfonyl)-6-fluoro-N-(2-methoxyethyl)-N-(1-methylpyrazol-4-yl)indole-2-carboxamide C1(=CC=CC=C1)S(=O)(=O)N1C(=CC2=CC=C(C=C12)F)C(=O)N(C=1C=NN(C1)C)CCOC